ClC1=CC=C(C=C1)C=1CC(C=CC1)(\C=C\C(=O)C1=CC=CC=C1)C1=CC=C(C=C1)O 3-(4-chlorophenyl)-1-(4-hydroxyphenyl)chalcone